CN([C@H](C(=O)NC=1C=C2CC(CC2=C(C1)F)CN1CCC2(CN(C(O2)=O)C2=NC3=C(OCC(N3)=O)N=C2)CC1)C)C (2S)-2-(Dimethylamino)-N-[7-fluoro-2-[[2-oxo-3-(3-oxo-4H-pyrazino[2,3-b][1,4]oxazin-6-yl)-1-oxa-3,8-diazaspiro[4.5]decan-8-yl]methyl]indan-5-yl]propanamide